FC1(CC1)C(=O)N[C@H](C(=O)N1[C@@H](C[C@H](C1)O)C(=O)NCC1=C(OCC(=O)O)C=CC=C1)C(C)(C)C 2-(2-(((2S,4R)-1-((S)-2-(1-fluorocyclopropanecarboxamido)-3,3-dimethylbutanoyl)-4-hydroxypyrrolidine-2-carboxamido)methyl)phenoxy)acetic acid